C(C)(C)(C)N1CC=C(C=C1)NC(CC=1C(=NC=CC1)Cl)=O N-tert.-Butyl-4-[[2-(2-chloro-3-pyridyl)acetyl]amino]pyridin